C(C)(=O)NC(C(=O)O)C[C@@H](CCCCC)C (4R)-2-acetylamino-4-methylnonanoic acid